C(=O)C1=NC2=C(N1C[C@H]1OCC1)CC(CC2)C(=O)OCC ethyl 2-formyl-1-(((S)-oxetane-2-yl)methyl)-4,5,6,7-tetrahydro-1H-benzo[d]imidazole-6-carboxylate